CC1=C[C@@H]([C@@H](C=C1C)C(=O)OCC)C(=O)OCC diethyl cis-4,5-dimethylcyclohexa-3,5-diene-1,2-dicarboxylate